C1(CCCCC1)C[C@@H](C(=O)N[C@H](C[C@H]1C(NCC1)=O)C(CO)=O)NC(=O)C1(C2=CC=CC=C2C=2C=CC=CC12)O N-((S)-3-cyclohexyl-1-(((R)-4-hydroxy-3-oxo-1-((S)-2-oxopyrrolidin-3-yl)butan-2-yl)amino)-1-oxopropan-2-yl)-9-hydroxy-9H-fluorene-9-carboxamide